(S)-(-)-4-pyrrolidinylpyridinium N1(CCCC1)C1=CC=[NH+]C=C1